ClC1=C2C=C(NC2=CC(=C1)Cl)C(=O)N 4,6-dichloroindoleamide